NCC=1C=C(C=CC1)C=1C=C2C(=NN(C2=CC1)C=1C=NC=CC1)COC1=C(C=CC=C1)CC(=O)O 2-(2-((5-(3-(aminomethyl)phenyl)-1-(pyridin-3-yl)-1H-indazol-3-yl)methoxy)phenyl)acetic acid